CCCCCCCCCCCCCCCCCC(=O)OC[C@H](COP(=O)([O-])OCC[N+](C)(C)C)OC(=O)CCCCCC/C=C\C/C=C\C/C=C\C/C=C\CC 1-octadecanoyl-2-(8Z,11Z,14Z,17Z-eicosatetraenoyl)-sn-glycero-3-phosphocholine